C1NCC12CCC(CC2)NC(C2=CC=CC=C2)=O N-(2-azaspiro[3.5]non-7-yl)benzamide